Cl.C(C)N=C=NCCCN(C)C 3-(ethyliminomethyleneamino)-N,N-dimethyl-propan-1-amine, hydrochloride